nonadecane-4,13-dione CCCC(CCCCCCCCC(CCCCCC)=O)=O